N-(2,4-difluoro-3-iodophenyl)-5-fluoro-2-methylbenzenesulfonamide FC1=C(C=CC(=C1I)F)NS(=O)(=O)C1=C(C=CC(=C1)F)C